NCC1=C(C=C(C=N1)CC=1C(NC2=CC=CC=C2C1)=O)Cl 3-((6-(aminomethyl)-5-chloropyridin-3-yl)methyl)quinolin-2(1H)-one